NCCC(CC[Si](OC)(OC)OC)N gamma-(2-aminoethyl)-3-aminopropyl-trimethoxysilane